NC1=C2C(=NC=N1)N(N=C2C=2C=NC(=CC2)OC2=CC=CC=C2)[C@H]2CN(CCC2)C(=O)C(C#N)=CC2(COC2)C (R)-2-(3-(4-amino-3-(6-phenoxypyridin-3-yl)-1H-pyrazolo[3,4-d]pyrimidin-1-yl)piperidine-1-carbonyl)-3-(3-methyloxetan-3-yl)acrylonitrile